CC(CCCC(OCC)OC(CCCC(CC(CC(CC(CCC)C)C)C)C)OCC)CC(CC(CC(CCC)C)C)C 4,6,8,10-tetramethyltridecylethoxymethyl ether